5-(((3-Bromo-2-fluorophenyl)amino)methylene)-2,2-dimethyl-1,3-dioxane-4,6-dione BrC=1C(=C(C=CC1)NC=C1C(OC(OC1=O)(C)C)=O)F